1-{2-Chloro-4-[1-(3,4-dimethylphenyl)-8-methoxy-1H-pyrazolo[4,3-c]quinolin-3-yl]phenyl}-4-methylpiperazine ClC1=C(C=CC(=C1)C1=NN(C2=C1C=NC=1C=CC(=CC21)OC)C2=CC(=C(C=C2)C)C)N2CCN(CC2)C